ethyl 2-(6-{4-[5-(benzyloxy)-6-methylpyrimidine-4-carbonyl]piperazin-1-yl}-2-(3,6-dihydro-2H-pyran-4-yl)-5-ethyl-7-oxo-[1,2,4]triazolo[1,5-a]pyrimidin-4-yl)acetate C(C1=CC=CC=C1)OC=1C(=NC=NC1C)C(=O)N1CCN(CC1)C1=C(N(C=2N(C1=O)N=C(N2)C=2CCOCC2)CC(=O)OCC)CC